2-chloro-6-fluoro-4-{8-fluoro-5-[(2S)-2-methylazetidin-1-yl]-2-(methylsulfanyl)pyrido[4,3-d]pyrimidin-7-yl}-5-[2-(triisopropylsilyl)ethynyl]quinazoline ClC1=NC2=CC=C(C(=C2C(=N1)C1=C(C=2N=C(N=CC2C(=N1)N1[C@H](CC1)C)SC)F)C#C[Si](C(C)C)(C(C)C)C(C)C)F